N-(4-cyanophenyl)-2-oxo-oxazolidine-3-sulfonamide C(#N)C1=CC=C(C=C1)NS(=O)(=O)N1C(OCC1)=O